BrC1=CC=C2C3(CC=4C(=NOC4C2=C1)NS(=O)(=O)C1=C(C(=CC=C1)C)F)CC3 N-(8'-bromo-4'H-spiro[cyclopropane-1,5'-naphtho[2,1-d]isoxazol]-3'-yl)-2-fluoro-3-methylbenzenesulfonamide